C1(CC1)C1=NC=NC(=C1C1=NN2C(N(C(CC2)=O)[C@H](C)C2=CC=C(C=C2)C=2N(C=C(N2)C(F)(F)F)CC)=N1)OC(F)F (R)-2-(4-cyclopropyl-6-(difluoromethoxy)pyrimidin-5-yl)-4-(1-(4-(1-ethyl-4-(trifluoromethyl)-1H-imidazol-2-yl)phenyl)ethyl)-6,7-dihydro-[1,2,4]triazolo[1,5-a]pyrimidin-5(4H)-one